BrC1=NC=CC(=C1)C1=C(C=C(C=C1C)C)C 2-bromo-4-(2,4,6-trimethylphenyl)pyridine